vinyltris(isopropenoxy)silane tert-Butyl-4-((2S,3S)-2-amino-3-hydroxybutyl)piperazine-1-carboxylate C(C)(C)(C)OC(=O)N1CCN(CC1)C[C@@H]([C@H](C)O)N.C(=C)[Si](OC(=C)C)(OC(=C)C)OC(=C)C